CN(CCCC1=CC(=CC=C1)[C@@H]1NC[C@H](CC1)C)C N,N-dimethyl-3-[3-[(2R,5S)-5-methyl-2-piperidyl]phenyl]propan-1-amine